ethylene glycol mononormal propyl ether C(CC)OCCO